(2S,3S,4R)-2-(4-acetamidopyrrolo[2,1-f][1,2,4]triazin-7-yl)-3-methyl-5-methylenetetrahydrofuran-3,4-diyl diacetate C(C)(=O)O[C@]1([C@@H](OC([C@H]1OC(C)=O)=C)C1=CC=C2C(=NC=NN21)NC(C)=O)C